COC1=CC=C2C(=CC=NC2=N1)NC1=CC=C(CP([O-])([O-])=O)C=C1 (4-((7-methoxy-1,8-naphthyridin-4-yl)amino)benzyl)phosphonate